[(E)-[amino-[3-[2-[[3-[3-(tert-butoxycarbonylamino)propanoylamino]phenyl]sulfonylamino]-2-thiazol-2-yl-ethyl]phenyl]methylene]amino] acetate C(C)(=O)O/N=C(\C1=CC(=CC=C1)CC(C=1SC=CN1)NS(=O)(=O)C1=CC(=CC=C1)NC(CCNC(=O)OC(C)(C)C)=O)/N